O[C@@H](C(=O)N1CC2=C(C1)CN(C2)S(=O)(=O)C=2C=C(C=CC2)S(=O)(=O)N)C2=CC=CC=C2 3-[5-[(2R)-2-hydroxy-2-phenylacetyl]-1H,2H,3H,4H,5H,6H-pyrrolo[3,4-c]pyrrol-2-sulfonyl]benzene-1-sulfonamide